COCCOC(CCS)=O 3-mercaptopropionic acid-2-methoxyethyl ester